isopropyl ((S)-(((R)-1-(4-amino-2-(ethoxymethyl)-1H-imidazo[4,5-c]quinolin-1-yl) propan-2-yl) oxy) (naphth-1-yloxy) phosphoryl)-L-alaninate NC1=NC=2C=CC=CC2C2=C1N=C(N2C[C@@H](C)O[P@](=O)(OC2=CC=CC1=CC=CC=C21)N[C@@H](C)C(=O)OC(C)C)COCC